Cl.N1CCC(CC1)C1=NC=C(C2=CC=CC=C12)N (piperidin-4-yl)isoquinolin-4-amine hydrochloride